5-[3-[4-[3-[acetyl(methyl)amino]prop-1-ynyl]-2-fluoro-phenoxy]propyl]-2-[3-(1,3-benzothiazol-2-ylamino)-4-methyl-6,7-dihydro-5H-pyrido[2,3-c]pyridazin-8-yl]thiazole-4-carboxylic acid C(C)(=O)N(CC#CC1=CC(=C(OCCCC2=C(N=C(S2)N2CCCC3=C2N=NC(=C3C)NC=3SC2=C(N3)C=CC=C2)C(=O)O)C=C1)F)C